N-Acetylcysteinat C(C)(=O)N[C@@H](CS)C(=O)[O-]